NC1=C(C(=NN1C(C)C)C1=CC=C(C=C1)C(NC1=NC=CC(=C1)C(F)(F)F)=O)C(=O)N 5-amino-1-isopropyl-3-(4-((4-(trifluoromethyl)pyridin-2-yl)carbamoyl)phenyl)-1H-pyrazole-4-carboxamide